(3R,5S)-3-(3-(3-(4-amino-8-methoxypyrido[3,2-d]pyrimidin-6-yl)-4-fluorophenyl)isoxazol-5-yl)-3-hydroxy-1-methyl-5-(trifluoromethyl)pyrrolidin-2-one NC=1C2=C(N=CN1)C(=CC(=N2)C=2C=C(C=CC2F)C2=NOC(=C2)[C@]2(C(N([C@@H](C2)C(F)(F)F)C)=O)O)OC